tris(n-butyl) phosphate P(=O)(OCCCC)(OCCCC)OCCCC